tert-butyl (2S)-2-[(2-{[(2S,5R)-6-benzyloxy-7-oxo-1,6-diazabicyclo[3.2.1]oct-2-yl]carbonyl}hydrazinyl)carbonyl]pyrrolidine-1-carboxylate C(C1=CC=CC=C1)ON1[C@@H]2CC[C@H](N(C1=O)C2)C(=O)NNC(=O)[C@H]2N(CCC2)C(=O)OC(C)(C)C